The molecule is a non-proteinogenc alpha-amino acid that is alanine in which one of the hydrogens of the terminal methyl group has been replaced by a dihydroxy(oxido)-lambda(5)-phosphanyl group. It has a role as a metabotropic glutamate receptor antagonist and a human metabolite. It is a non-proteinogenic alpha-amino acid, a member of phosphonic acids and an alanine derivative. C(C(C(=O)O)N)P(=O)(O)O